CN1N=CC2=C(C=CC=C12)[C@@H](C=1N=NN(C1)C1(CC1)C)NC=1C=C2C(=C(C=NC2=C(C1)C#N)C#N)NCC(C)(C)C (S)-6-(((1-methyl-1H-indazol-4-yl)(1-(1-methylcyclopropyl)-1H-1,2,3-triazol-4-yl)methyl)amino)-4-(neopentylamino)quinoline-3,8-dicarbonitrile